NC1=CC(=C(OC2=CC(=NC=C2)C(=O)NC(CNC(OC(C)(C)C)=O)C)C=C1)F tert-Butyl (2-(4-(4-amino-2-fluorophenoxy)picolinamido)propyl)carbamate